OC1=CC=C(C(=O)C2=CC=C(C=C2)O)C=C1 4,4'-dihydroxy-benzophenone